P(=O)([O-])([O-])[O-].[Al+3].[Zn+2] zinc-aluminum phosphate